6-CHLORO-5-FLUORONICOTINALDEHYDE ClC1=NC=C(C=O)C=C1F